1-((2S,3R,4R)-6-fluoro-2,3-dimethyl-4-((4-methylpyrimidin-2-yl)amino)-3,4-dihydroquinolin-1(2H)-yl)ethanone FC=1C=C2[C@@H]([C@H]([C@@H](N(C2=CC1)C(C)=O)C)C)NC1=NC=CC(=N1)C